1H-indazole-7-formic acid lithium salt [Li+].N1N=CC2=CC=CC(=C12)C(=O)[O-]